Boc-(3S)-1,2,3,4-tetrahydro-beta-carboline-3-carboxylic acid C(=O)(OC(C)(C)C)C1N[C@@H](CC=2C3=CC=CC=C3NC12)C(=O)O